C(CCCCC)OC=1C(C(=O)O)=CC=CC1.C(CCCCC)OC(C1=C(C=CC=C1)O)=O 2-hydroxybenzoic acid hexyl ester (hexyl salicylate)